C(C)(C)(C)OC(=O)NCC(C(=O)O)C=1C=NC=C(C1)C 3-[(tert-butoxycarbonyl)amino]-2-(5-methylpyridin-3-yl)propionic acid